OCCNCCO N,N-bis(2-hydroxyethyl)amine